tert-Butyl (1S,4S,5S)-5-(4-(3-(ethoxycarbonyl)-6-(4-(trifluoromethyl)phenyl)naphthalen-1-yl)phenyl)-2-azabicyclo[2.2.1]heptane-2-carboxylate C(C)OC(=O)C=1C=C(C2=CC=C(C=C2C1)C1=CC=C(C=C1)C(F)(F)F)C1=CC=C(C=C1)[C@@H]1[C@H]2CN([C@@H](C1)C2)C(=O)OC(C)(C)C